OCC(CC)(CO)N1N=NC(=C1)C(=O)NCC=1SC(=NN1)C1=CC=CC=C1 1-(1-hydroxy-2-(hydroxymethyl)butan-2-yl)-N-((5-phenyl-1,3,4-thiadiazol-2-yl)methyl)-1H-1,2,3-triazole-4-carboxamide